C(CCCCCCCCCCCCCCCC)N[C@@H](CCCCN)C(=O)O heptadecyl-lysine